6-methyl-2-oxo-5-phenyl-N-(2-phenylethyl)-1-[3-(trifluoromethyl)phenyl]-1,2-dihydropyridine-3-carboxamide CC1=C(C=C(C(N1C1=CC(=CC=C1)C(F)(F)F)=O)C(=O)NCCC1=CC=CC=C1)C1=CC=CC=C1